N-(3-(dimethylamino)propyl)-4-[123I]iodobenzamide CN(CCCNC(C1=CC=C(C=C1)[123I])=O)C